NC1=NC=NC2=C1N(C=1C(=CC(CC21)NC(C=C)=O)C)C=2C=NC1=CC=CC=C1C2 N-(4-amino-6-methyl-5-(quinolin-3-yl)-8,9-dihydropyrimido[5,4-b]indol-8-yl)acrylamide